C(#N)N1C[C@]2(CC2C1)NC(=O)C=1SC(=CN1)C=1C=NC=CC1SC1=CC=C(C=C1)F N-((1R)-3-Cyano-3-azabicyclo[3.1.0]hexan-1-yl)-5-(4-((4-fluorophenyl)thio)pyridin-3-yl)thiazol-2-carboxamid